OC=1SC(=C(N1)[C@@H]1[C@@H](N(CCC1)C(=O)OC)CO[C@@H]1CC[C@@H](CC1)C1=CC=CC=C1)C Methyl (CIS)-3-(2-hydroxy-5-methylthiazol-4-yl)-2-((((CIS)-4-phenylcyclohexyl)oxy)-methyl)piperidine-1-carboxylate